2-({α-D-mannopyranosyl-(1→3)-[α-D-mannopyranosyl-(1→6)]-α-D-mannopyranosyl}oxy)ethan-1-amine [C@H]1([C@@H](O)[C@@H](O)[C@H](O)[C@H](O1)CO)O[C@@H]1[C@@H]([C@H](O[C@@H]([C@H]1O)CO[C@@H]1[C@@H](O)[C@@H](O)[C@H](O)[C@H](O1)CO)OCCN)O